CO[SiH2]O[SiH](O[SiH](O[SiH2]OC)OC)OC 1,3,5,7-tetramethoxytetrasiloxane